(1s,4s)-4-(3-Chloroanilino)-2'-(4-methoxy-3-methylphenyl)spiro[cyclohexane-1,1'-indene]-4-carboxylic acid ClC=1C=C(NC2(CCC3(C(=CC4=CC=CC=C34)C3=CC(=C(C=C3)OC)C)CC2)C(=O)O)C=CC1